CC([C@H](C)NCC=1C=CC=2N(C1)C=C(N2)CNC(=O)C=2N=C1N(C(C2)=O)C=CC=C1)(C)C N-{[6-({[(2S)-3,3-dimethylbutan-2-yl]amino}methyl)imidazo[1,2-a]pyridin-2-yl]methyl}-4-oxo-4H-pyrido[1,2-a]pyrimidine-2-carboxamide